7-(6-(6-(Difluoromethyl)imidazo[1,2-b]pyridazin-3-yl)pyrimidin-4-yl)-2-(methylsulfonyl)-2,7-diazaspiro[4.5]decane FC(C=1C=CC=2N(N1)C(=CN2)C2=CC(=NC=N2)N2CC1(CCN(C1)S(=O)(=O)C)CCC2)F